O1CCC(=CC1)C1=CC=C(C=C1)CC(=O)OCC ethyl 2-(4-(3,6-dihydro-2H-pyran-4-yl)phenyl)acetate